OC(C(=O)NC)CC1=CC=CC=C1 2-hydroxy-N-methyl-3-phenylpropanamide